FC1=C(C=C(C(=C1)C)C=1C=C(C=2N(C1)C=CN2)N2CCOCC2)NC(=O)N2CC(CC2)C(C(F)(F)F)(C)C N-(2-Fluoro-4-methyl-5-(8-morpholinoimidazo[1,2-a]pyridin-6-yl)phenyl)-3-(1,1,1-trifluoro-2-methylpropan-2-yl)pyrrolidine-1-carboxamide